ClC=1C=C(C=2CC[C@H](C2C1)O)S(=O)(=O)NC1=C(C(=C(C=C1)F)C=1C=C2C=NC(=NC2=CC1)NC1CCOCC1)F (1R)-6-chloro-N-{2,4-difluoro-3-[2-(oxan-4-ylamino)quinazolin-6-yl]phenyl}-1-hydroxy-2,3-dihydro-1H-indene-4-sulfonamide